ClC1=C(C=CC(=C1)Cl)N1N=C(C=C1)OC\C=C(/C(/C(=O)NC)=N\OC)\C (Z,2e)-5-[1-(2,4-dichlorophenyl)pyrazol-3-yl]-oxy-2-methoxyimino-N,3-dimethyl-pent-3-enamide